5-bromo-2-(trifluoro-methoxy)benzoic acid BrC=1C=CC(=C(C(=O)O)C1)OC(F)(F)F